1,1,1,7,7,7-hexafluoroheptane-2,4,6-trione FC(C(CC(CC(C(F)(F)F)=O)=O)=O)(F)F